The molecule is an S-acyl-4-phosphopantetheine obtained by deprotonation of the phosphate OH groups of S-decanoyl-4'-phosphopantetheine; major species at pH 7.3. It is a conjugate base of a S-decanoyl-4'-phosphopantetheine. CCCCCCCCCC(=O)SCCNC(=O)CCNC(=O)[C@@H](C(C)(C)COP(=O)([O-])[O-])O